6-chloro-4-((2-methyl-1-oxoisoindol-5-yl)amino)pyridazine-3-carboxylate ClC1=CC(=C(N=N1)C(=O)[O-])NC=1C=C2CN(C(C2=CC1)=O)C